C(C)(C)(C)OC(=O)N(C(OC(C)(C)C)=O)C=1N=C(C2=C(N1)NC=C2)C tert-butyl (tert-butoxycarbonyl)(4-methyl-7H-pyrrolo[2,3-d]pyrimidin-2-yl)carbamate